2-methoxy-N-(3-(8-((2R,5S)-7-methyl-1,7-diazaspiro[4.4]nonan-2-yl)-3-(2,2,2-trifluoroethyl)imidazo[1,2-a]pyridin-2-yl)prop-2-yn-1-yl)-4-(methylsulfonyl)aniline COC1=C(NCC#CC=2N=C3N(C=CC=C3[C@@H]3N[C@]4(CC3)CN(CC4)C)C2CC(F)(F)F)C=CC(=C1)S(=O)(=O)C